CC1(C2=CC=CC=C2N(C=2C=CC=CC12)C1=CC=C(C=C1)C(=C)NC(C)=O)C N-(1-(4-(9,9-dimethylacridine-10(9H)-yl)phenyl)vinyl)acetamide